2-(2-fluoro-6-methoxy-3-propoxy-4-(trifluoromethyl)phenyl)ethan-1-amine FC1=C(C(=CC(=C1OCCC)C(F)(F)F)OC)CCN